N-[2-[2-[tert-butyl(dimethyl)silyl]oxyethoxy]ethyl]-N-(3-iodo-1-tetrahydropyran-2-yl-indazol-5-yl)-2-nitro-benzenesulfonamide [Si](C)(C)(C(C)(C)C)OCCOCCN(S(=O)(=O)C1=C(C=CC=C1)[N+](=O)[O-])C=1C=C2C(=NN(C2=CC1)C1OCCCC1)I